menadione bisulfite sodium CC1(CC(=O)C2=CC=CC=C2C1=O)S(=O)(=O)[O-].[Na+]